COC(C1=C(C(=CC=C1)[N+](=O)[O-])OC)=O 2-Methoxy-3-nitro-benzoic acid methyl ester